3-[tris(trimethylsiloxy)silyl]propyl methacrylate (Trismethacrylate) C(C(=C)C)(=O)O.C(C(=C)C)(=O)O.C(C(=C)C)(=O)O.C(C(=C)C)(=O)OCCC[Si](O[Si](C)(C)C)(O[Si](C)(C)C)O[Si](C)(C)C